1,2-diacryloyloxy-4-hydroxynaphthalene C(C=C)(=O)OC1=C(C=C(C2=CC=CC=C12)O)OC(C=C)=O